CC1=CC=C(C=C1)S(=O)(=O)O.FC(CC1=CC=C(C=C1)C1CNC1)(F)F 3-(4-(2,2,2-trifluoroethyl)phenyl)azetidine 4-methylbenzenesulfonate